6-(4-methoxyphenyl)-1-(2-morpholinoethyl)-2-oxo-N-(2-oxaspiro[3.3]heptan-6-yl)-1,2-dihydro-1,8-naphthyridine-3-carboxamide COC1=CC=C(C=C1)C=1C=C2C=C(C(N(C2=NC1)CCN1CCOCC1)=O)C(=O)NC1CC2(COC2)C1